p-tert-butoxybenzoyl chloride C(C)(C)(C)OC1=CC=C(C(=O)Cl)C=C1